4-chloro-1H-pyrrolo[2,3-b]pyridine-6-carbonitrile ClC1=C2C(=NC(=C1)C#N)NC=C2